4-[5-(4-fluorophenyl)-2-(4-methanesulfonyl-phenyl)-1H-imidazol-4-yl]-pyridine FC1=CC=C(C=C1)C1=C(N=C(N1)C1=CC=C(C=C1)S(=O)(=O)C)C1=CC=NC=C1